(R)-tert-butyl 3-(((3-bromo-6-(methoxycarbonyl)pyridin-2-yl)oxy)methyl)piperazine-1-carboxylate BrC=1C(=NC(=CC1)C(=O)OC)OC[C@H]1CN(CCN1)C(=O)OC(C)(C)C